(S)-5-amino-N-(1-(2,6-difluoro-4-(trifluoromethyl)phenyl)ethyl)-N-methyl-6,8-dihydro-1H-furo[3,4-d]pyrrolo[3,2-b]pyridine-2-carboxamide NC1=C2C(=C3C(=N1)C=C(N3)C(=O)N(C)[C@@H](C)C3=C(C=C(C=C3F)C(F)(F)F)F)COC2